[N+](=O)([O-])C1=C(COC(=O)NC)C=CC=C1 N-(2-nitrobenzyloxy)carbonyl-N-methylamine